C1(CC1)CN1C(=NC2=CC=C(C=C2C1=O)C=1C=CC(=NC1)NC(CCCC)=O)O N-(5-(3-(cyclopropylmethyl)-2-hydroxy-4-oxo-3,4-dihydro-quinazolin-6-yl)pyridin-2-yl)pentanamide